C12C(CC(CC1)C(=O)O)O2 4-epoxycyclohexane-carboxylic acid